(S)-2-cyano-1-(2-bromoacetyl)-pyrrolidine C(#N)[C@H]1N(CCC1)C(CBr)=O